Cl.Cl.NCC=1N=C2N(C=C(C=C2C(=O)OC)C2CC2)C1 methyl 2-(aminomethyl)-6-cyclopropylimidazo[1,2-a]pyridine-8-carboxylate dihydrochloride